N6-[[2-(5,6,7,8-tetrahydroimidazo[1,2-a]pyridin-7-ylmethoxy)-4-pyridinyl]methyl]-2,7-naphthyridine-1,6-diamine N=1C=CN2C1CC(CC2)COC2=NC=CC(=C2)CNC=2C=C1C=CN=C(C1=CN2)N